N1(CCCCCC1)CCNC(=S)NC=1C=C2C(=CC(=NC2=CC1)N1CCN(CC1)CC1CCNCC1)C 1-(2-(azepan-1-yl)ethyl)-3-(4-methyl-2-(4-(piperidin-4-ylmethyl)piperazin-1-yl)quinolin-6-yl)thiourea